4-([1,4':1',4''-terpiperidin]-1''-yl)-3-((3-fluoro-4-(tetradecyloxy)phenyl)sulfonyl)-6-(methylsulfinyl)quinoline N1(CCCCC1)C1CCN(CC1)C1CCN(CC1)C1=C(C=NC2=CC=C(C=C12)S(=O)C)S(=O)(=O)C1=CC(=C(C=C1)OCCCCCCCCCCCCCC)F